methyl 3-chloro-5-[[2,4-difluoro-5-[2-(hydroxymethyl)-2,3-dihydrobenzofuran-7-yl] phenyl] sulfamoyl]-4-methoxy-benzoate ClC=1C=C(C(=O)OC)C=C(C1OC)S(NC1=C(C=C(C(=C1)C1=CC=CC=2CC(OC21)CO)F)F)(=O)=O